NC1CCC(CC1)CN1CCN(CC1)C1=CC=C(C=C1)C1C(NC(CC1)=O)=O 3-(4-(4-(((1r,4r)-4-aminocyclohexyl)methyl)piperazin-1-yl)phenyl)piperidine-2,6-dione